NC1=C(C(=O)NC2CCC(CC2)O)C=C(C=N1)C1=C(C=C(C=C1)N1CCNCC1)F 2-amino-5-(2-fluoro-4-(piperazin-1-yl)phenyl)-N-((1r,4r)-4-hydroxycyclohexyl)nicotinamide